ClC=1C(=C(CN)C=CC1)F 3-chloro-2-fluorobenzyl-amine